Dodecyl fluoride C(CCCCCCCCCCC)F